C(#N)[C@@H]1C[C@H](CC1)N(C(=O)[C@H]1N(CCC1)[S@](=O)(=NC)C1=CC=C(C=C1)C)CC1=CC=C(C=C1)C |o1:2,4| (S)-N-((1S*,3S*)-3-Cyanocyclopentyl)-1-((R)-N,4-dimethylphenylsulfonimidoyl)-N-(4-methylbenzyl)pyrrolidine-2-carboxamide